butyl-spiro-9,9'-bifluoren C(CCC)C1=CC=CC=2C3=CC=CC=C3C3(C4=CC=CC=C4C4=CC=CC=C43)C12